C(C)(C)(C)OC(N[C@H]1CO[C@@H](CC1)C1(OC=2C(=CC=3C4(CNC(C3C2C)=O)CC4)O1)C)=O ((3R,6S)-6-(2',4'-dimethyl-5'-oxo-6',7'-dihydro-5'H-spiro[cyclopropane-1,8'-[1,3]dioxolo[4,5-g]isoquinolin]-2'-yl)tetrahydro-2H-pyran-3-yl)carbamic acid tert-butyl ester